1-(4-(((1-(4-(5,7-dimethoxy-4-oxo-3,4-dihydroquinazolin-2-yl)phenyl)piperidin-4-yl)(methyl)amino)methyl)phenyl)dihydropyrimidine-2,4(1H,3H)-dione COC1=C2C(NC(=NC2=CC(=C1)OC)C1=CC=C(C=C1)N1CCC(CC1)N(C)CC1=CC=C(C=C1)N1C(NC(CC1)=O)=O)=O